4-benzoyl-3'-O-(ethyldithiomethyl)-2'-deoxycytidine C(C1=CC=CC=C1)(=O)C1(NC(N([C@H]2C[C@H](OCSSCC)[C@@H](CO)O2)C=C1)=O)N